6-(2,6-dichlorophenyl)-2-{[4-(morpholin-4-yl)phenyl]amino}imidazo[1,2-a]pyrimido[5,4-e]pyrimidin-5(6H)-one ClC1=C(C(=CC=C1)Cl)N1C=2N(C3=C(C1=O)C=NC(=N3)NC3=CC=C(C=C3)N3CCOCC3)C=CN2